2,7-dimethyl-1,3-benzothiazole-5-carboxamide CC=1SC2=C(N1)C=C(C=C2C)C(=O)N